butylammonium tetrafluoroborate F[B-](F)(F)F.C(CCC)[NH3+]